NC=1C(=C(C(=CC1)F)CCC1=CC(=NN1CC1=CC=C(C=C1)OC)C(=O)OCC)F ethyl 5-[2-(3-amino-2,6-difluorophenyl)ethyl]-1-[(4-methoxyphenyl)methyl]pyrazole-3-carboxylate